2-[3-(4-ethylpyrazol-1-yl)-1-[2-[[1-[2-[4-(morpholinomethyl)-1-piperidyl]-2-oxo-ethyl]pyrazol-4-yl]amino]-[1,2,4]triazolo[1,5-a]pyridin-8-yl]azetidin-3-yl]acetonitrile C(C)C=1C=NN(C1)C1(CN(C1)C=1C=2N(C=CC1)N=C(N2)NC=2C=NN(C2)CC(=O)N2CCC(CC2)CN2CCOCC2)CC#N